6-Chloro-3-((1-(4-cyclopropylbenzoyl)-4-hydroxypiperidin-4-yl)methyl)-7-(3-methyl-4-((3S,6R)-6-methylmorpholin-3-yl)phenyl)-3,7-dihydro-4H-pyrrolo[2,3-d]pyrimidin-4-one ClC1=CC2=C(N=CN(C2=O)CC2(CCN(CC2)C(C2=CC=C(C=C2)C2CC2)=O)O)N1C1=CC(=C(C=C1)[C@@H]1NC[C@H](OC1)C)C